tert-butyl 3-[8-fluoro-7-[7-fluoro-8-(2-triisopropylsilylethynyl)-1-naphthyl]-2-methylsulfanyl-pyrido[4,3-d]pyrimidin-4-yl]-3,8-diazabicyclo[3.2.1]octane-8-carboxylate FC1=C(N=CC2=C1N=C(N=C2N2CC1CCC(C2)N1C(=O)OC(C)(C)C)SC)C1=CC=CC2=CC=C(C(=C12)C#C[Si](C(C)C)(C(C)C)C(C)C)F